4-hexamethyleneiminobutyl-lithium N1(CCCCCC1)CCCC[Li]